FC(CC(C#C[Si](C)(C)C)=O)(F)F 5,5,5-trifluoro-1-(trimethylsilyl)pent-1-yn-3-one